OC[C@H](C1=CC=CC=C1)NC1=CC(=NC=C1C1=NC(=NO1)C(C)(C)O)NC1=CC=C2C(=N1)N(N(C2=O)CCC)C(C)C (S)-6-((4-((2-hydroxy-1-phenylethyl)amino)-5-(3-(2-hydroxypropan-2-yl)-1,2,4-oxadiazol-5-yl)pyridin-2-yl)amino)-1-isopropyl-2-propyl-1,2-dihydro-3H-pyrazolo[3,4-b]pyridin-3-one